3-(ethoxycarbonyl)-6-isopropyl-9-(3-methoxypropoxy)-2-oxo-6,7-dihydro-2H-pyrido[2,1-a]isoquinoline-10-carboxylic acid C(C)OC(=O)C=1C(C=C2N(C(CC3=CC(=C(C=C23)C(=O)O)OCCCOC)C(C)C)C1)=O